C(N)(=O)C=1C=C(C=CC1)C(C)SC=1N=C(C2=C(N1)NC(S2)=O)N[C@@H](COP(=O)([O-])[O-])CC(C)C (2R)-2-[(5-{[1-(3-carbamoylphenyl) ethyl] thio}-2-oxo-2,3-dihydro [1,3]thiazolo[4,5-d]pyrimidin-7-yl) amino]-4-methylpentylphosphate